2,4,6-trimethyl-benzyl cyanide CC1=C(CC#N)C(=CC(=C1)C)C